Cl.NCC(=O)C1=CC=C(C=C1)F 2-amino-1-(4-fluorophenyl)ethan-1-one hydrogen chloride salt